(3R)-tert-Butyl 8-(cyanomethyl)-11,11-difluoro-8-hydroxy-3-methyl-3,4,8,9,10,11-hexahydro-1H-pyrido[4',3':3,4]pyrazolo[1,5-a]azepine-2(7H)-carboxylate C(#N)CC1(CCC(C=2N(C1)N=C1C2CN([C@@H](C1)C)C(=O)OC(C)(C)C)(F)F)O